((3-chloro-4-(trifluoromethyl)phenyl)imino)(methyl)(2-methyl-6-(5-(trifluoromethyl)-1,2,4-oxadiazol-3-yl)imidazo[1,2-a]pyridin-3-yl)-λ6-sulfanone ClC=1C=C(C=CC1C(F)(F)F)N=S(=O)(C1=C(N=C2N1C=C(C=C2)C2=NOC(=N2)C(F)(F)F)C)C